tert-butyl (2S,4R)-2-methyl-4-(5-morpholinopyrazin-2-yl)oxy-pyrrolidine-1-carboxylate C[C@@H]1N(C[C@@H](C1)OC1=NC=C(N=C1)N1CCOCC1)C(=O)OC(C)(C)C